C(C1=CC=CC=C1)OC1=NC(=CC=C1C1=CC(=C(C=C1)N1CC(C(CC1)C(=O)OC)C)F)OCC1=CC=CC=C1 methyl 1-(4-(2,6-bis(benzyloxy)pyridin-3-yl)-2-fluorophenyl)-3-methylpiperidine-4-carboxylate